4-hydroxy-1-isobutyl-N-(5-methyl-1H-pyrazol-3-yl)-2-oxo-1,2-dihydroquinoline-3-carboxamide OC1=C(C(N(C2=CC=CC=C12)CC(C)C)=O)C(=O)NC1=NNC(=C1)C